(2S)-N-[(1S)-1-(2-chlorophenyl)-2-[(3,3-difluorocyclobutyl)amino]-2-oxoethyl]-1-(4-cyanopyridin-2-yl)-N-(5-fluoropyridin-3-yl)-5-oxopyrrolidine-2-carboxamide ClC1=C(C=CC=C1)[C@@H](C(=O)NC1CC(C1)(F)F)N(C(=O)[C@H]1N(C(CC1)=O)C1=NC=CC(=C1)C#N)C=1C=NC=C(C1)F